5-(2-chlorophenoxy)-3-((4-(2,2-difluoroethoxy)benzyl)amino)-4H-benzo[e][1,2,4]thiadiazine 1,1-dioxide ClC1=C(OC2=CC=CC3=C2NC(=NS3(=O)=O)NCC3=CC=C(C=C3)OCC(F)F)C=CC=C1